(5S,8S)-N-(2,4-dichloro-3-fluorobenzyl)-5-fluoro-8-hydroxy-5,6,7,8-tetrahydroquinoline-5-carboxamide ClC1=C(CNC(=O)[C@]2(C=3C=CC=NC3[C@H](CC2)O)F)C=CC(=C1F)Cl